ClCC1=CC(=C(C=N1)OCC1CCN(CC1)S(=O)(=O)N(C)C)C#N 4-(((6-(chloromethyl)-4-cyanopyridin-3-yl)oxy)methyl)-N,N-dimethylpiperidine-1-sulfonamide